CN(C(CCCCCCCCC)CCCCCCCCC\C=C/CCCCCC)C (20Z)-N,N-dimethylheptacosan-20-en-10-amine